C(C)(C)(C)OC(CCC(OC(N[C@H](C(N[C@H](C(NCC(=O)O)=O)COC(C)(C)C)=O)C)=O)C1C2=CC=CC=C2C=2C=CC=CC12)=O (5S,8S,11S)-l-1-(3-(tert-butoxy)-3-oxopropyl)-8-(tert-butoxymethyl)-1-(9H-fluoren-9-yl)-5-methyl-3,6,9-trioxo-2-oxa-4,7,10-triazadodecan-12-oic acid